2-((R)-1-(1-(3-(trifluoromethyl)-1,2,4-oxadiazol-5-yl)piperidin-4-yl)ethoxy)-6-(4-(methylsulfonyl)phenyl)imidazo[2,1-b][1,3,4]thiadiazol FC(C1=NOC(=N1)N1CCC(CC1)[C@@H](C)OC1=NN2C(S1)=NC(=C2)C2=CC=C(C=C2)S(=O)(=O)C)(F)F